FC1(CC(C1)(C(NC)=O)NC(C(=O)C=1N2CCCC2=C(C1C)C(=O)O)=O)F 5-(2-((3,3-difluoro-1-(methylcarbamoyl)cyclobutyl)amino)-2-oxoacetyl)-6-methyl-2,3-dihydro-1H-pyrrolizine-7-carboxylic acid